tert-Butyl 4-(6-chloro-1-(4,6-diisopropylpyrimidin-5-yl)-7-(2-fluorophenyl)-2-oxo-1,2-dihydropyrido[2,3-d]pyrimidin-4-yl)-cis-2,6-dimethylpiperazine-1-carboxylate ClC1=CC2=C(N(C(N=C2N2C[C@@H](N([C@@H](C2)C)C(=O)OC(C)(C)C)C)=O)C=2C(=NC=NC2C(C)C)C(C)C)N=C1C1=C(C=CC=C1)F